FC=1C=CC2=C(NC(=N2)C2=CC(=CC(=C2)C(F)(F)F)F)C1C(=O)O 6-Fluoro-2-(3-fluoro-5-(trifluoromethyl)phenyl)-1H-benzo[d]imidazole-7-carboxylic acid